[2-fluoro-4-(trifluoromethyl)benzyl]morpholin-4-amine FC1=C(CC2N(CCOC2)N)C=CC(=C1)C(F)(F)F